5-amino-2-methoxyphenol NC=1C=CC(=C(C1)O)OC